2-{3-[(2R,6S)-2,6-dimethylmorpholine-4-carbonyl]-5,6-dihydrocyclopenta[c]pyrazol-1(4H)-yl}-1-[4-(4-fluoro-3-methylphenyl)piperazin-1-yl]ethan-1-one C[C@@H]1CN(C[C@@H](O1)C)C(=O)C=1C2=C(N(N1)CC(=O)N1CCN(CC1)C1=CC(=C(C=C1)F)C)CCC2